FC1(CN(CC[C@@H]1N1CCN(CC1)C1=NC=CC2=C1N(C(N2C2C(N(C(CC2)=O)CC2=CC=C(C=C2)OC)=O)=O)C)C(=O)OC(C)(C)C)F Tert-butyl (4S)-3,3-difluoro-4-[4-[1-[1-[(4-methoxyphenyl)methyl]-2,6-dioxo-3-piperidyl]-3-methyl-2-oxo-imidazo[4,5-c]pyridin-4-yl]piperazin-1-yl]piperidine-1-carboxylate